(R)-5-((((6-(3-(2-(4-((S)-1-aminoethyl)-3-methoxyphenyl)-3-chloropyridin-4-yl)-2-chlorophenyl)-2-methoxypyridin-3-yl)methyl)amino)methyl)pyrrolidin-2-one N[C@@H](C)C1=C(C=C(C=C1)C1=NC=CC(=C1Cl)C=1C(=C(C=CC1)C1=CC=C(C(=N1)OC)CNC[C@H]1CCC(N1)=O)Cl)OC